ClC1=C(N=C(C=2C(N3[C@@H](COC21)CN(CC3)C(=O)OC(C)(C)C)=O)N3CC2(CCC2)CC3)C3=C(C=CC=C3O)F tert-Butyl (6aR)-4-chloro-3-(2-fluoro-6-hydroxyphenyl)-12-oxo-1-(6-azaspiro[3.4]octan-6-yl)-6a,7,9,10-tetrahydro-6H-pyrazino[2,1-c]pyrido[3,4-f][1,4]oxazepine-8(12H)-carboxylate